ClC1=CC=C(C=N1)S(=O)(=O)N1C[C@@H]([C@@](C1)(CO)O)OC1=CC(=C(C#N)C=C1)F 4-(((3S,4R)-1-((6-chloropyridin-3-yl)sulfonyl)-4-hydroxy-4-(hydroxymethyl)pyrrolidin-3-yl)oxy)-2-fluorobenzonitrile